5-(2,6-dichloro-4-(6-(difluoromethyl)-3,5-dioxo-4,5-dihydro-1,2,4-triazin-2(3H)-yl)benzyl)-2-hydroxy-N-((1r,3r)-3-hydroxycyclobutyl)benzenesulfonamide ClC1=C(CC=2C=CC(=C(C2)S(=O)(=O)NC2CC(C2)O)O)C(=CC(=C1)N1N=C(C(NC1=O)=O)C(F)F)Cl